FC1=CC=C(C=C1)C(F)(F)F 4-fluorobenzotrifluoride